CS(=O)(=O)OC=1OC(=CC1)CCCCCCCCCCCCCC (5-Tetradecylfuran-2-yl) methanesulfonate